COC1=NC=NC2=CC=C(C=C12)B(O)O (4-methoxyquinazolin-6-yl)boronic acid